1-(pyridin-4-yl)propan-1-one N1=CC=C(C=C1)C(CC)=O